C(C)(C)(C)OC(=O)N(CCOC1=NC=CC(=C1C)[C@H]1N([C@@H](CC2=C1NC1=CC=CC=C21)C)C[C@H](C(=O)OC)C)CCCF methyl (R)-3-((1R,3R)-1-(2-(2-((tert-butoxycarbonyl)(3-fluoropropyl)amino)ethoxy)-3-methylpyridin-4-yl)-3-methyl-1,3,4,9-tetrahydro-2H-pyrido[3,4-b]indol-2-yl)-2-methylpropanoate